(E)-2,5-dimethoxy-pyridine COC1=NC=C(C=C1)OC